ClC=1C(=C(C=CC1)CN(CCNC(OC(C)(C)C)=O)CC(F)F)F tert-butyl N-[2-[(3-chloro-2-fluoro-phenyl)methyl-(2,2-difluoroethyl) amino]ethyl]carbamate